di(4-amino-phenyl) ether NC1=CC=C(C=C1)OC1=CC=C(C=C1)N